The molecule is tricarboxylate anion of 3-(2-carboxyethenyl)-cis,cis-muconic acid; major species at pH 7.3. It is a conjugate base of a 3-(2-carboxyethenyl)-cis,cis-muconic acid. C(=C\\C(=O)[O-])\\C(=CC(=O)[O-])/C=C\\C(=O)[O-]